(S)-quinuclidin-3-yl (5-(4-(dimethylamino)phenyl)-2,2-dimethyl-2,3-dihydro-1H-inden-1-yl)carbamate CN(C1=CC=C(C=C1)C=1C=C2CC(C(C2=CC1)NC(O[C@@H]1CN2CCC1CC2)=O)(C)C)C